FC1=C(C(=CC=C1)OC)C=1C(=NC=CC1)C(=O)O 3-(2-fluoro-6-methoxyphenyl)pyridine-2-carboxylic acid